tert-butyl 2-(2-((8-(benzyl(tert-butoxycarbonyl)amino)-3-cyclopropylimidazo[1,2-b]pyridazin-6-yl)amino)ethyl)morpholine-4-carboxylate C(C1=CC=CC=C1)N(C=1C=2N(N=C(C1)NCCC1CN(CCO1)C(=O)OC(C)(C)C)C(=CN2)C2CC2)C(=O)OC(C)(C)C